1,3-dimethylimidazole iodine [I].CN1CN(C=C1)C